(R)-6-(6-chloropyridin-2-yl)-N2-ethyl-N4-(1,1,1-trifluoropropan-2-yl)-1,3,5-triazine-2,4-diamine ClC1=CC=CC(=N1)C1=NC(=NC(=N1)NCC)N[C@@H](C(F)(F)F)C